5-((Trifluoromethyl)sulfonyl)-3,3a,4,5-tetrahydro-2H-chromeno[4,5-cd]azepine FC(S(=O)(=O)N1CC2C3=C(C=C1)C=CC=C3OCC2)(F)F